N-((5-chloro-8-hydroxyquinolin-7-yl)(pyridin-3-yl)methyl)pentanamide ClC1=C2C=CC=NC2=C(C(=C1)C(NC(CCCC)=O)C=1C=NC=CC1)O